Butyl (S)-piperidine-2-carboxylate N1[C@@H](CCCC1)C(=O)OCCCC